4-oxo-3-(2,2,2-trifluoroacetyl)piperidine-1-carboxylic acid tert-butyl ester C(C)(C)(C)OC(=O)N1CC(C(CC1)=O)C(C(F)(F)F)=O